FC(C=1C2=CN(N=C2C(=C(C1)C1=CC=C(C=C1)N1CCC(CC1)S(=O)(=O)C)C)C(C(=O)NC=1SC=CN1)C1=C2N(C=N1)C[C@@H](C2)F)F 2-[4-(difluoromethyl)-7-methyl-6-[4-(4-methylsulfonyl-1-piperidyl)phenyl]indazol-2-yl]-2-[(6R)-6-fluoro-6,7-dihydro-5H-pyrrolo[1,2-c]imidazol-1-yl]-N-thiazol-2-yl-acetamide